1-(4-(tert-butyl)naphthalen-2-yl)-6-chloroisoquinoline C(C)(C)(C)C1=CC(=CC2=CC=CC=C12)C1=NC=CC2=CC(=CC=C12)Cl